C1OCCC12CN(CC2)C2COC1(C2)CCN(CC1)C(=O)OC(C)(C)C tert-butyl 3-(2-oxa-7-azaspiro[4.4]nonan-7-yl)-1-oxa-8-azaspiro[4.5]decane-8-carboxylate